S1C=NN=C1C=NO [1,3,4]Thiadiazole-5-formaldoxime